C(C)(=O)NC(C(=O)O)CCCC(=O)O N-Acetyl-2-aminoadipic acid